(R)-6-(3-fluoro-5-(2-(1-methylpyrrolidin-2-yl)ethyl)phenethyl)-4-methylpyridin-2-amine FC=1C=C(CCC2=CC(=CC(=N2)N)C)C=C(C1)CC[C@H]1N(CCC1)C